((6-(difluoromethoxy)-2-(2,2'-dimethyl-3'-(6-oxo-5-(pyrrolidin-1-ylmethyl)-1,6-dihydropyridin-2-yl)-[1,1'-biphenyl]-3-yl)benzo[d]oxazol-5-yl)methyl)-L-proline FC(OC1=CC2=C(N=C(O2)C=2C(=C(C=CC2)C2=C(C(=CC=C2)C=2NC(C(=CC2)CN2CCCC2)=O)C)C)C=C1CN1[C@@H](CCC1)C(=O)O)F